CN(C1=CC=C(\C=C\2/OC3=C(C2=O)C(=CC(=C3C3CCN(CC3)C)OC)OC)C=C1)C (Z)-2-[4-(dimethylamino)benzylidene]-4,6-dimethoxy-7-(1-methylpiperidin-4-yl)benzofuran-3(2H)-one